3-(((7-(8-ethyl-7-fluoro-3-hydroxynaphthalen-1-yl)-8-fluoro-2-(((2R,7aS)-2-fluorohexahydro-1H-pyrrolizin-7a-yl)methoxy)pyrido[4,3-d]pyrimidin-4-yl)amino)methyl)-1,2,5-thiadiazolidine C(C)C=1C(=CC=C2C=C(C=C(C12)C1=C(C=2N=C(N=C(C2C=N1)NCC1NSNC1)OC[C@]12CCCN2C[C@@H](C1)F)F)O)F